C(C1=CC=CC=C1)N1C(=CC(=C1)C1=C(C=CC(=C1)F)F)[C@@H](C(C)(C)C)N(CCCNC([C@@H](NC(=O)OCC1=CC=CC=C1)C(C)C)=O)C(CO)=O N-{3-[{(1R)-1-[1-benzyl-4-(2,5-difluorophenyl)-1H-pyrrol-2-yl]-2,2-dimethylpropyl}(hydroxyacetyl)amino]propyl}-N2-[(benzyloxy)carbonyl]-L-valinamide